5-dimethylaminomethyl-[1,3]-dioxane CN(C)CC1COCOC1